1-hydroxy-2,5-diamino-4-methylbenzene OC1=C(C=C(C(=C1)N)C)N